5,7-difluorobenzo[d]oxazol-2-amine FC=1C=C(C2=C(N=C(O2)N)C1)F